S-(carbonylethyl)cysteine C(=O)=CCSC[C@H](N)C(=O)O